(1S,3S,4S)-2-((3-chlorophenyl)-L-alanyl)-N-((S)-1-cyano-2-((R)-2-oxopiperidin-3-yl)ethyl)-5,5-difluoro-2-azabicyclo[2.2.2]octane-3-carboxamide ClC=1C=C(C=CC1)N[C@@H](C)C(=O)N1[C@@H]2CC([C@H]([C@H]1C(=O)N[C@@H](C[C@@H]1C(NCCC1)=O)C#N)CC2)(F)F